Rac-6-[4-[[4-[2-(2-Fluoroethoxy)ethoxy]phenyl]-(4-fluorophenyl)methyl]piperidine-1-carbonyl]-4H-1,4-benzoxazin-3-one FCCOCCOC1=CC=C(C=C1)[C@@H](C1CCN(CC1)C(=O)C=1C=CC2=C(NC(CO2)=O)C1)C1=CC=C(C=C1)F |r|